5-fluoro-2-(1-methylpiperidin-4-yl)-2H-indazole-7-carboxamide FC1=CC2=CN(N=C2C(=C1)C(=O)N)C1CCN(CC1)C